COC1=CC=C(C=C1)N(C1=CC=C(C=C1)C=1OC2=C(C1)C=CC(=C2)C=CC#N)C2=CC=C(C=C2)OC 3-(2-(4-(bis(4-methoxyphenyl)amino)phenyl)benzofuran-6-yl)acrylonitrile